3-(5-methylthiazol-4-yl)-6-(3-morpholinopropoxy)-2-(pyridin-3-yl)-1H-inden-1-one CC1=C(N=CS1)C1=C(C(C2=CC(=CC=C12)OCCCN1CCOCC1)=O)C=1C=NC=CC1